NCC1(CN(CC1)C1=C(C=NC=2NC3=C(C=C(C(=C3C21)F)F)NC)C=2C=C1C(C(=CN(C1=NC2)C)C(=O)O)=O)F 6-[4-[3-(aminomethyl)-3-fluoro-pyrrolidin-1-yl]-5,6-difluoro-8-(methylamino)-9H-pyrido[2,3-b]indol-3-yl]-1-methyl-4-oxo-1,8-naphthyridine-3-carboxylic acid